tert-butyl (S)-3-((R)-4-benzyl-2-oxooxazolidin-3-yl)-2-(4-chlorophenyl)-3-oxopropylcarbamate C(C1=CC=CC=C1)[C@H]1N(C(OC1)=O)C([C@H](CNC(OC(C)(C)C)=O)C1=CC=C(C=C1)Cl)=O